(3S)-3-cyano-3-methylpyrrolidine-1-carboxylic acid benzyl ester C(C1=CC=CC=C1)OC(=O)N1C[C@@](CC1)(C)C#N